7-methyl-(Z)-2-decene CC(CCC\C=C/C)CCC